1-(2-methoxyethyl)-3,4-dinitro-1H-pyrazole COCCN1N=C(C(=C1)[N+](=O)[O-])[N+](=O)[O-]